NC1=C(C(=NN1C(C)C)C1=C(C(=C(C=C1)CC(=O)NC1=CC(=NO1)C1CC(C1)(C)C)F)Cl)C(=O)N 5-Amino-3-[2-chloro-4-[2-[[3-(3,3-dimethylcyclobutyl)isoxazol-5-yl]amino]-2-oxo-ethyl]-3-fluoro-phenyl]-1-isopropyl-pyrazole-4-carboxamide